ClC=1C(=C(NC=2C3=C(N=CN2)C=NC(=N3)N3[C@@H]2CN([C@H](C3)C2)C(=O)OC(C)(C)C)C=CC1OCC1(CCC1)F)F tert-Butyl (1S,4S)-5-[4-[3-chloro-2-fluoro-4-[(1-fluorocyclobutyl)methoxy]anilino]pyrimido[5,4-d]pyrimidin-6-yl]-2,5-diazabicyclo[2.2.1]heptane-2-carboxylate